C(C)(C)N1N=NC=C1S(=O)(=O)Cl 1-isopropyl-1H-1,2,3-triazole-5-sulfonyl chloride